monoisotridecyl phosphate P(=O)(OCCCCCCCCCCC(C)C)([O-])[O-]